C(C)OC1=NC=C(C=N1)C=1C=CC=C2C=C(N(C(C12)=O)C1=CC=CC=C1)[C@H](C)NC1=NC=NC2=CC=C(C=C12)C#N (S)-4-((1-(8-(2-ethoxypyrimidin-5-yl)-1-oxo-2-phenyl-1,2-dihydroisoquinolin-3-yl)ethyl)amino)quinazoline-6-carbonitrile